N-(2-chloro-3-(3'-chloro-6-methoxy-5-(((((S)-5-oxopyrrolidin-2-yl)methyl)amino)methyl)-[2,4'-bipyridin]-2'-yl)phenyl)-4-methoxy-5-(((S)-3-methoxypyrrolidin-1-yl)methyl)picolinamide ClC1=C(C=CC=C1C1=NC=CC(=C1Cl)C1=NC(=C(C=C1)CNC[C@H]1NC(CC1)=O)OC)NC(C1=NC=C(C(=C1)OC)CN1C[C@H](CC1)OC)=O